3-(6-(4-(3H-imidazo[4,5-b]pyridin-7-yl)-1H-pyrazol-1-yl)pyridin-3-yl)-2-(trifluoromethyl)propan-1-ol N1=CNC2=NC=CC(=C21)C=2C=NN(C2)C2=CC=C(C=N2)CC(CO)C(F)(F)F